2-Chloro-3-(trifluoromethyl)benzoic acid [(2R)-3-(3-ethyl-4-oxo-spiro[6,8-dihydro-5H-pyrazolo[4,3-c]azepin-7,4'-tetrahydropyran]-1-yl)-2-methyl-propyl] ester C(C)C1=NN(C2=C1C(NCC1(CCOCC1)C2)=O)C[C@H](COC(C2=C(C(=CC=C2)C(F)(F)F)Cl)=O)C